(S)-(1,3-Dimethyl-azetidin-3-yl)-(3-imidazol-1-yl-phenyl)-(4-trifluoromethoxy-phenyl)-methanol CN1CC(C1)(C)[C@](O)(C1=CC=C(C=C1)OC(F)(F)F)C1=CC(=CC=C1)N1C=NC=C1